2-(2,6-dioxopiperidin-3-yl)-5-((3-(trans-3-(4-(6-(tetrahydro-2H-pyran-4-yl)quinoxalin-2-yl)-1H-pyrazol-1-yl)cyclobutyl)propyl)amino)isoindoline-1,3-dione O=C1NC(CCC1N1C(C2=CC=C(C=C2C1=O)NCCC[C@@H]1C[C@H](C1)N1N=CC(=C1)C1=NC2=CC=C(C=C2N=C1)C1CCOCC1)=O)=O